C1(CC1)C1=CC(=NN1)NC1=NC(=NC=C1)N1C[C@@H]([C@@H](C1)F)CNC(OC(C)(C)C)=O tert-Butyl N-[[(3S,4S)-1-[4-[(5-cyclopropyl-1H-pyrazol-3-yl)amino]pyrimidin-2-yl]-4-fluoro-pyrrolidin-3-yl]methyl]carbamate